N-[2-(4-formylcyclohexyl)thiazolo[4,5-c]pyridin-6-yl]-6-(trifluoromethyl)pyridine-2-carboxamide C(=O)C1CCC(CC1)C=1SC2=C(C=NC(=C2)NC(=O)C2=NC(=CC=C2)C(F)(F)F)N1